N1(C=CC=C1)CCCCC1=CC=C(OCC=2N=C(OC2)\C=C\C2=CC=C(C=C2)C(F)(F)F)C=C1 (E)-4-((4-(4-(1H-pyrrol-1-yl)butyl)phenoxy)methyl)-2-(4-(trifluoromethyl)styryl)oxazole